N-(6-hydroxypyridazin-3-yl)-4-(6-(trifluoromethyl)-pyridin-2-yl)piperazine-1-carboxamide OC1=CC=C(N=N1)NC(=O)N1CCN(CC1)C1=NC(=CC=C1)C(F)(F)F